carbon nickel-chromium [Cr].[Ni].[C]